CC1=NOC(=C1C=1C=C2C(=NC1)C(=CN2C2=C(C=C(C(=O)O)C=C2)OC(F)(F)F)C2=CC=CC=C2)C 4-(6-(3,5-dimethylisoxazol-4-yl)-3-phenyl-1H-pyrrolo[3,2-b]pyridin-1-yl)-3-(trifluoromethoxy)benzoic acid